N-(4-bromo-1-cyclopropyl-1H-pyrazol-5-yl)acetamide BrC=1C=NN(C1NC(C)=O)C1CC1